CC1(C(CCC1)=O)C1=CC=NN1C 2-methyl-2-(1-methyl-1H-pyrazol-5-yl)cyclopentan-1-one